C1(CC1)C1=C(C(=NO1)C1=C(C=CC=C1Cl)Cl)CO[C@H]1[C@@H]2CN([C@H](C1)C2)C=2SC1=C(N2)C(=CC(=C1)C(=O)O)C1COCC1 2-[(1S,4S,5R)-5-[[5-cyclopropyl-3-(2,6-dichlorophenyl)-1,2-oxazol-4-yl]methoxy]-2-azabicyclo[2.2.1]heptan-2-yl]-4-(oxolan-3-yl)-1,3-benzothiazole-6-carboxylic acid